[(1S,3R)-3-aminocyclohexyl]-morpholinomethanone hydrochloride Cl.N[C@H]1C[C@H](CCC1)C(=O)N1CCOCC1